C(C=C)(=O)N[C@H]1CN(CCC1)CC1=CC(=NC=C1)C(=O)NC1=CC=C(C=C1)C1=CC2=C(N=CN=C2N2CC(OCC2)(F)F)N1 (R)-4-((3-acrylamidopiperidin-1-yl)methyl)-N-(4-(4-(2,2-difluoromorpholino)-7H-pyrrolo[2,3-d]pyrimidin-6-yl)phenyl)picolinamide